N-(1-((cis)-4-methoxycyclohexyl)-1H-pyrazolo[3,4-d]pyrimidin-6-yl)-2-methyl-1,2,3,4-tetrahydroisoquinolin-7-amine CO[C@H]1CC[C@H](CC1)N1N=CC=2C1=NC(=NC2)NC2=CC=C1CCN(CC1=C2)C